N-(8-fluoro-3-(2-hydroxyethyl)-6-oxo-1,2,3,4,5,6-hexahydrobenzo[c][1,7]naphthyridin-1-yl)-N-methyl-1H-indole-2-carboxamide FC=1C=CC2=C(C(NC=3CN(CC(C23)N(C(=O)C=2NC3=CC=CC=C3C2)C)CCO)=O)C1